C(CCCCCCCCCCCCCCC(C)C)(=O)OCCCCCCCCCCCCCCCCCC(C)C isoeicosanyl isostearate